3-(4-chloro-2-fluoro-5-methylphenyl)-1-methyl-5-trifluoromethyl-1H-pyrazole ClC1=CC(=C(C=C1C)C1=NN(C(=C1)C(F)(F)F)C)F